1'-(methylsulfonyl)-4-(4-(trifluoromethyl)phenyl)-4,5-dihydro-7H-spiro[pyrazolo[1,5-a]pyrimidine-6,3'-pyrrolidin]-2'-one CS(=O)(=O)N1C(C2(CC1)CN(C=1N(C2)N=CC1)C1=CC=C(C=C1)C(F)(F)F)=O